(2R)-1-[(tert-butoxy)carbonyl]-4-(6-{[6-(2-methylphenyl)-5-(trifluoromethyl)pyridin-2-yl]Sulfamoyl}pyridin-2-yl)piperazine-2-carboxylic acid C(C)(C)(C)OC(=O)N1[C@H](CN(CC1)C1=NC(=CC=C1)S(NC1=NC(=C(C=C1)C(F)(F)F)C1=C(C=CC=C1)C)(=O)=O)C(=O)O